2-(3-((1R,2R)-1,2-difluoro-1-(4-methyl-4H-1,2,4-triazol-3-yl)propan-2-yl)phenyl)-6-((3-fluoro-3-methylazetidin-1-yl)methyl)-4-(trifluoromethyl)isoindolin-1-one F[C@@H]([C@](C)(F)C=1C=C(C=CC1)N1C(C2=CC(=CC(=C2C1)C(F)(F)F)CN1CC(C1)(C)F)=O)C1=NN=CN1C